(trifluoromethyl) (trifluorovinyl) ether FC(=C(F)F)OC(F)(F)F